C1=CC=CC=2C=3C(=COC12)C=1C=CC=CC1OC3 chromeno[4,3-c]chromene